[Eu].CC=1C=NC2=C3N=CC(=C(C3=CC=C2C1C)C)C (3,4,7,8-tetramethyl-1,10-phenanthroline) europium